palladium (dibenzylideneacetone) dipalladium (0) [Pd].[Pd].C(C1=CC=CC=C1)=CC(=O)C=CC1=CC=CC=C1.[Pd]